ClC1=CC=C2C(=CN(C2=C1F)C=1C=NC=CC1)SC=1C(=C(C(=O)OCC)C=CC1)F ethyl 3-((6-chloro-7-fluoro-1-(pyridin-3-yl)-1H-indol-3-yl) thio)-2-fluorobenzoate